COC1=CC=2C3=C(N(C2C=C1)CCC1=CC=C(C=C1)S(=O)(=O)N)C=CC=N3 4-(2-(8-methoxy-5H-pyrido[3,2-b]indol-5-yl)ethyl)benzenesulfonamide